SC(CCCCCCCCCCCCCCCOCCCCCCCCCCCCCCCC(S)S)S dimercaptohexadecyl ether